F[B-](F)(F)F.C[NH3+] N-methyl-ammonium tetrafluoroborate